N-methyl-N-(tetrahydrofuran-3-yl)-6-(4-(trifluoromethyl)phenyl)pyrazine-2-carboxamide CN(C(=O)C1=NC(=CN=C1)C1=CC=C(C=C1)C(F)(F)F)C1COCC1